N-((1r,4r)-4-aminocyclohexyl)isoquinoline NC1CCC(CC1)N1CC2=CC=CC=C2C=C1